C(#N)\C(\C(=O)NC(OCC)=O)=N/NC1=CC(=C(C(=C1)Cl)OC=1C=CC2=C(N(C=N2)C2(CC2)C(F)(F)F)C1)Cl (E)-ethyl (2-cyano-2-(2-(3,5-dichloro-4-((1-(1-(trifluoromethyl)cyclopropyl)-1H-benzo[d]imidazol-6-yl)oxy)phenyl)hydrazono)acetyl)carbamate